NC[C@H]1N(CC2=C(C(=CC=C2C1)O)Cl)C (S)-3-(aminomethyl)-8-chloro-2-methyl-1,2,3,4-tetrahydroisoquinolin-7-ol